O1CC(CC1)N1CCCCC1 1-(oxolan-3-yl)piperidin